ethyl 1-(3-aminophenyl)-6-oxopyridine-3-carboxylate NC=1C=C(C=CC1)N1C=C(C=CC1=O)C(=O)OCC